C(C)(C)(C)C=1N=CC=2N(C1)C(=CN2)C2=CC=CC(=N2)N[C@H]2CNCC[C@@H]2F 6-(6-(tert-butyl)imidazo[1,2-a]pyrazin-3-yl)-N-((3S,4S)-4-fluoropiperidin-3-yl)pyridin-2-amine